(E)-9-(Ethoxyimino)-9H-indeno[1,2-b]pyrazine-2,3-dinitrile C(C)O\N=C\1/C=2C=CC=CC2C2=NC(=C(N=C21)C#N)C#N